ClC=1C=C(C(=NC1)C)N[C@@H](CC)C1=CC=C(S1)C(=O)N[C@H](C(=O)N[C@@H]1C(C1)(F)F)CC1CCCC1 (2S)-2-({5-[(1S)-1-[(5-chloro-2-methylpyridin-3-yl)amino]propyl]thiophen-2-yl}formamido)-3-cyclopentyl-N-[(1S)-2,2-difluorocyclopropyl]propanamide